C(CCCCC(C)C)C1=CC=C(C=C1)OC1=CC=C(C=C1)CCCCCC(C)C p-isooctyl-phenyl ether